C(C)N1N=CC=C1C(=O)N[C@H](C=1N=C2N(N=C(C(=C2)C(F)(F)F)CC2C(NC[C@@H](C2)C(F)(F)F)=O)C1)C1CCC(CC1)C 1-ethyl-N-((1S)-((1r,4S)-4-methylcyclohexyl)(6-(((5R)-2-oxo-5-(trifluoromethyl)piperidin-3-yl)methyl)-7-(trifluoromethyl)imidazo[1,2-b]pyridazin-2-yl)methyl)-1H-pyrazole-5-carboxamide